(1S,5S,6R)-3-(6,8-difluoro-7-(3-hydroxynaphthalen-1-yl)-2-((1-(morpholinomethyl)cyclopropyl)methoxy)quinazolin-4-yl)-3,8-diazabicyclo[3.2.1]octan-6-ol FC=1C=C2C(=NC(=NC2=C(C1C1=CC(=CC2=CC=CC=C12)O)F)OCC1(CC1)CN1CCOCC1)N1C[C@@H]2C[C@H]([C@H](C1)N2)O